4-(1-methylpropyl)aniline CC(CC)C1=CC=C(N)C=C1